FC1(CNCCC1C=1C=CC=C2C(=CN=CC12)N1C(NC(CC1)=O)=O)F [8-(3,3-difluoro-4-piperidinyl)-4-isoquinolinyl]hexahydropyrimidine-2,4-dione